NCC1=NNC(C2=CC=C(C=C12)C=1C=NN(C1C1=C(C2=C(S1)C=CC=C2)C#N)C(F)F)=O 2-(4-(4-(aminomethyl)-1-oxo-1,2-dihydrophthalazin-6-yl)-1-(difluoromethyl)-1H-pyrazol-5-yl)benzo[b]thiophene-3-carbonitrile